(3aS,7aS,8aR)-hexahydro-1H-furo[3,4-b]pyrrolizine C1OC[C@@H]2C1=C[C@@H]1CCCN21